(Z)-3,5,4'-Trimethoxystilbene COC=1C=C(C=C(C1)OC)\C=C/C1=CC=C(C=C1)OC